FC=1C=C(C=C(C1CN1C(CNC=2C=NC=3C=C(C=CC3C21)OC)=O)F)S(=O)(=O)N 3,5-difluoro-4-((8-methoxy-2-oxo-3,4-dihydropyrazino[2,3-c]quinolin-1(2H)-yl)methyl)benzenesulfonamide